C(C)(C)(CC)C1C[C@@H](CCC1)O (1R)-3-(tertiary amyl)cyclohexanol